FC1(CCN(CC1)C1=NC(=CC(=N1)NC(C1=C(C=C(C=C1)NC(=O)NCCO)N1CCC2(CC2)CC1)=O)C)F N-(2-(4,4-difluoropiperidin-1-yl)-6-methylpyrimidin-4-yl)-4-(3-(2-hydroxyethyl)ureido)-2-(6-azaspiro[2.5]oct-6-yl)benzamide